(E)-3-(3-chloro-2,6-difluoro-phenyl)-acrylic acid ClC=1C(=C(C(=CC1)F)/C=C/C(=O)O)F